ClC1CCC(CC1)(C#C)OC1=CC=C(C(=O)O)C=C1 4-((4-chloro-1-ethynylcyclohexyl)oxy)benzoic acid